tert-butyl 4-(6-(1H-benzo[d]imidazol-6-yl)pyrazolo[1,5-a]pyridin-3-yl)piperazine-1-carboxylate N1C=NC2=C1C=C(C=C2)C=2C=CC=1N(C2)N=CC1N1CCN(CC1)C(=O)OC(C)(C)C